C1(=CC=CC=C1)NC1=NN=NN1CC1=CC=C(C=C1)C=C 5-phenylamino-1-(4-vinylbenzyl)-1H-tetrazole